BrC1=CC2=C(N=C3N2C(CC3)=O)C=C1 7-bromo-2,3-dihydro-1H-benzo[d]pyrrolo[1,2-a]imidazol-1-one